N-[6-cyclopropyl-2-(4-piperidyl)indazol-5-yl]pyrazolo[1,5-a]pyrimidine-3-carboxamide C1(CC1)C=1C(=CC2=CN(N=C2C1)C1CCNCC1)NC(=O)C=1C=NN2C1N=CC=C2